FC1=CC=C(C=C1)C1(CCC(CC1)N)N 1-(4-fluorophenyl)cyclohexane-1,4-diamine